(4-((tert-butyldimethylsilyl)ethynyl)-5-methyl-2H-1,2,3-triazol-2-yl)ethan-1-amine [Si](C)(C)(C(C)(C)C)C#CC1=NN(N=C1C)C(C)N